2,5-diamino(perfluorobutyl)benzene tert-butyl-4-(3,4-dihydro-2H-1,4-benzoxazin-8-yl)piperazine-1-carboxylate C(C)(C)(C)OC(=O)N1CCN(CC1)C1=CC=CC=2NCCOC21.NC2=C(C=C(C=C2)N)C(C(C(C(F)(F)F)(F)F)(F)F)(F)F